ClC1=CC=C(C=C1)NC(NC(NCCCCCCNC(=N)NC(=N)NC1=CC=C(C=C1)Cl)=N)=N hexamethylenebis-[5-(4-chlorophenyl)-biguanide]